C(CCC)N(C([C@@H](NC(CCCCCCCCCCCCCCCCC)=O)CCC(=O)O)=O)CCCC N-stearoylglutamic acid dibutylamide